C(N)(=N)SSC[C@H](NC(CCOCCOCCOCCOCCOCCOCCOCCOCCOCCOCCOCCOC)=O)C(=O)O S-(carbamimidoylthio)-N-(2,5,8,11,14,17,20,23,26,29,32,35-dodecaoxaoctatriacontan-38-oyl)-L-cysteine